(2S,5R)-5-(2-chlorophenyl)-1-(1-(2-fluoro-4-nitrophenyl)piperidine-4-carbonyl)pyrrolidine-2-carboxylic acid ClC1=C(C=CC=C1)[C@H]1CC[C@H](N1C(=O)C1CCN(CC1)C1=C(C=C(C=C1)[N+](=O)[O-])F)C(=O)O